C1(=CC=CC=C1)C=1C=NN(C1)C1OCCCC1 4-phenyl-1-(tetrahydro-2H-pyran-2-yl)-1H-pyrazole